4-acryloyloxycarbonyl-5-acryloyloxybenzene-carboxylic acid C(C=C)(=O)OC(=O)C1=CC=C(C=C1OC(C=C)=O)C(=O)O